COC1=C(C=CC=C1)S(=O)(=O)OC=1C=C(C=CC1)NC(NC1=CC(=CC=C1)OS(=O)(=O)C1=C(C=CC=C1)OC)=O bis-[3-(o-methoxyphenylsulphonyloxy)phenyl]urea